CN(C1=CC=C(C=C1)C(C1=CC=CC=C1)=O)C p-(dimethylamino)benzophenone